(6-(2,5-diazabicyclo[2.2.2]octan-2-yl)pyridin-3-yl)-6-ethoxy-1H-pyrazolo[3',4':3,4]pyrazolo[1,5-a]pyridine hydrochloride Cl.C12N(CC(NC1)CC2)C2=CC=C(C=N2)N2N=CC=1C2=NN2C1C=CC(=C2)OCC